(S)-1-(4-aminobenzoyl)-N-(4-(6-((2S,6R)-2,6-dimethylmorpholino)pyridin-2-yl)thiazol-2-yl)azetidine-2-carboxamide hydrochloride Cl.NC1=CC=C(C(=O)N2[C@@H](CC2)C(=O)NC=2SC=C(N2)C2=NC(=CC=C2)N2C[C@@H](O[C@@H](C2)C)C)C=C1